1,4-bis(dichloromethyl)benzene ClC(C1=CC=C(C=C1)C(Cl)Cl)Cl